trans-4-((3-(1-Cyclopropyl-1H-pyrazol-4-yl)phenyl)((trans-4-(4-methoxy-3-methylphenyl)cyclohexyl)methyl) carbamoyl)cyclohexyl dimethylcarbamate CN(C(O[C@@H]1CC[C@H](CC1)C(N(C[C@@H]1CC[C@H](CC1)C1=CC(=C(C=C1)OC)C)C1=CC(=CC=C1)C=1C=NN(C1)C1CC1)=O)=O)C